FC1=C(C=CC=C1)C=1C(=C2N(N1)CCC2)C=2C=CC=1N(C2)N=CN1 6-(2-(2-Fluorophenyl)-5,6-dihydro-4H-pyrrolo[1,2-b]pyrazol-3-yl)-[1,2,4]triazolo[1,5-a]pyridine